(+/-)-1-(5-ethyl-5-methyl-1-cyclohexen-1-yl)-4-penten-1-one C(C)[C@@]1(CCC=C(C1)C(CCC=C)=O)C |r|